C(CCCC)OC(CCC(=O)OCCCCCCCC(CCCCCCCOC(CCC(OCCCCC)OCCCCC)=O)N(C1CCN(CC1)C)C(=O)SCCCCCCC)OCCCCC 8-(((heptylthio)carbonyl)(1-methylpiperidin-4-yl)amino)pentadecane-1,15-diyl bis(4,4-bis(pentyloxy)butanoate)